C(C)(=O)NC1=CC=C(C=N1)[C@H]1N(C[C@@H](CC1)C)C(C(=O)NC=1C=NC(=C(C1)C)N)=O |o1:10,13| Rel-2-[(2S,5R)-2-(6-acetamido-3-pyridyl)-5-methyl-1-piperidyl]-N-(6-amino-5-methyl-3-pyridyl)-2-oxo-acetamide